3-(tert-butyl)-N-(2-methyl-4-(6-(4-(piperazin-1-yl)phenyl)-7H-pyrrolo[2,3-d]pyrimidin-4-yl)benzyl)-1,2,4-oxadiazole-5-carboxamide hydrochloride Cl.C(C)(C)(C)C1=NOC(=N1)C(=O)NCC1=C(C=C(C=C1)C=1C2=C(N=CN1)NC(=C2)C2=CC=C(C=C2)N2CCNCC2)C